C1(CC1)C=1C=C(C=CC1C(F)(F)F)NC(=O)C1(CCC1)N1N=CC(=C1)I N-(3-cyclopropyl-4-(trifluoromethyl)phenyl)-1-(4-iodo-1H-pyrazol-1-yl)cyclobutane-1-carboxamide